3-[[4-[(2S)-2-amino-2-tetrahydrofuran-2-yl-ethoxy]-6-(2,6-dimethylphenyl)pyrimidin-2-yl]sulfamoyl]benzoic acid N[C@@H](COC1=NC(=NC(=C1)C1=C(C=CC=C1C)C)NS(=O)(=O)C=1C=C(C(=O)O)C=CC1)C1OCCC1